N-(3,3-dimethylcyclobutyl)-5-(imidazo[1,2-a]pyridin-6-yl)pyrrolo[2,1-f][1,2,4]triazin-2-amine CC1(CC(C1)NC1=NN2C(C=N1)=C(C=C2)C=2C=CC=1N(C2)C=CN1)C